ClCCC[Si](Cl)(Cl)CCC (3-chloropropyl)propyl-dichlorosilane